bis-(1-naphthyl)-N,N'-diphenyl-1,1'-biphenyl-4,4'-diamine C1(=CC=CC2=CC=CC=C12)C=1C(=C(C=CC1NC1=CC=CC=C1)C1=CC=C(C=C1)NC1=CC=CC=C1)C1=CC=CC2=CC=CC=C12